6-(5-hydroxyethyl-2H-benzotriazol-2-yl)benzo[1,3]dioxol-5-ol OCCC1=CC=2C(=NN(N2)C=2C(=CC3=C(OCO3)C2)O)C=C1